C(CC)NCCC Di-n-propylamin